tert-butyl (1-(2-(3-amino-6-(2-morpholinothiazol-4-yl) pyrazine-2-carboxamido)pyridin-3-yl)piperidin-4-yl)carbamate NC=1C(=NC(=CN1)C=1N=C(SC1)N1CCOCC1)C(=O)NC1=NC=CC=C1N1CCC(CC1)NC(OC(C)(C)C)=O